N1CCC2(CC1)[C@@H](C1=C(N=CS1)C2)NS(=O)C(C)(C)C N-((S)-4,6-dihydrospiro[cyclopenta[d]thiazol-5,4'-piperidin]-6-yl)-2-methylpropane-2-sulfinamide